C1(CCCCCCC1)NC(=O)NC=1C=C2C(=CNC2=CC1)C1CC2CCCCN2CC1 N-cyclooctyl-N'-(3-(octahydro-2H-quinolizin-2-yl)-1H-indol-5-yl)urea